[F-].[Ba+2].[F-] barium fluoride salt